C(C1=CC=CC=C1)N1CC=2C(N(C=3N=CC=CC3C2CC1)CC1=CC(=CC=C1)F)=O 3-benzyl-6-(3-fluorobenzyl)-2,3,4,6-tetrahydropyrido[3,4-c][1,8]naphthyridin-5(1H)-one